lead magnesium manganese [Mn].[Mg].[Pb]